ClCCC[Si](OC)(OC)OC monochloropropyl-trimethoxysilane